(S)-1-(4-((1-(3,4,5-trimethoxyphenyl)-1H-imidazol-4-yl)amino)-5H-pyrrolo[3,2-d]pyrimidin-2-yl)pyrrolidine-2-carboxamide COC=1C=C(C=C(C1OC)OC)N1C=NC(=C1)NC=1C2=C(N=C(N1)N1[C@@H](CCC1)C(=O)N)C=CN2